O=S1(CC2=C(C(C3=C1C=CC=C3)=C3CCN(CC3)C(=O)C=3C1=C(C=NC3)N=CN1)C=CC=C2)=O [4-(5,5-dioxo-6H-benzo[c][1]benzothiepin-11-ylidene)-1-piperidyl]-(1H-imidazo[4,5-c]pyridin-7-yl)methanone